BrC1=CC=C(C=C1)C=1C=C(C=CC1)C1=CC=CC2=C1SC1=C2C=CC=C1 4-[3-(4-bromophenyl)phenyl]dibenzothiophene